ClC=1C=C(C=CC1)C=1C=C(C(=NC1)C#N)Cl 5-(3-chlorophenyl)-3-chloro-2-pyridinecarbonitrile